ClC1=C(C=C(C=C1)F)C1NC(C2=C3CC(NC3=CC(=C21)NC(C2=CC(=CC(=C2)C(F)(F)F)F)=O)=O)=O N-(3-(2-chloro-5-fluorophenyl)-1,7-dioxo-1,2,3,6,7,8-hexahydropyrrolo[3,4-e]indol-4-yl)-3-fluoro-5-(trifluoromethyl)benzamide